3-(trans-4-(2-(6-(benzo[d]isothiazol-3-yl)-2,6-diazaspiro[3.3]heptane-2-yl)ethyl)cyclohexyl)-1,1-dimethylurea S1N=C(C2=C1C=CC=C2)N2CC1(CN(C1)CC[C@@H]1CC[C@H](CC1)NC(N(C)C)=O)C2